3-chloro-4-((3as,7ar)-7a-fluoro-1-oxooctahydro-2H-pyrrolo[3,4-c]pyridin-2-yl)benzoic acid ClC=1C=C(C(=O)O)C=CC1N1C[C@@H]2CNCC[C@@]2(C1=O)F